C(#N)C1(CC1)NS(=O)(=O)C1=CC=C2C3=C(N(C2=C1)C=1SC(=NN1)C(F)F)N=CN=C3N3CCN(CC3)C(=O)N3CCOCC3 N-(1-Cyanocyclopropyl)-9-(5-(difluoromethyl)-1,3,4-thiadiazol-2-yl)-4-(4-(morpholine-4-carbonyl)piperazin-1-yl)-9H-pyrimido[4,5-b]indole-7-sulfonamide